C(C1=CC=CC=C1)OCC1CO1 3-benzyloxy-1,2-propylene oxide